2-(5-bromo-4-methyl-3-pyridyl)-5-chloro-3-fluoro-pyridine BrC=1C(=C(C=NC1)C1=NC=C(C=C1F)Cl)C